[Mn].[W].[Ni] nickel-tungsten-manganese